4-(4-(Chloromethyl)benzyl)piperazine-1-carboxylic acid tert-butyl ester C(C)(C)(C)OC(=O)N1CCN(CC1)CC1=CC=C(C=C1)CCl